ClC=1C=C2C(=C(C(N(C2=CC1)C)=O)C#N)N1C[C@H]([C@H](CC1)NC1=CC=C(C=C1)OC(F)(F)F)C 6-chloro-1-methyl-4-((3R,4S)-3-methyl-4-((4-(trifluoromethoxy)phenyl)amino)piperidin-1-yl)-2-oxo-1,2-dihydroquinoline-3-carbonitrile